ClC=1SC2=C(N1)C(=CC(=C2)C(=O)OC)OC methyl 2-chloro-4-methoxybenzo[d]thiazole-6-carboxylate